CNC=1C=CC=2N(C1)C(=CN2)C(=O)NC2=CC=CC=C2 6-(methylamino)-N-phenylimidazo[1,2-a]pyridine-3-carboxamide